L-ascorbic acid aluminum sulfate S(=O)(=O)([O-])[O-].[Al+3].O=C1C(O)=C(O)[C@H](O1)[C@@H](O)CO.S(=O)(=O)([O-])[O-].S(=O)(=O)([O-])[O-].[Al+3]